3,3-dicyclopropyl-2-[5-(4-methyl-1,2,5-oxadiazol-3-yl)-4H-1,2,4-triazol-3-yl]propanoic acid C1(CC1)C(C(C(=O)O)C1=NN=C(N1)C1=NON=C1C)C1CC1